Cl.Cl.FC=1C=C(C=CC1F)[C@H]1[C@@H](CN(C1)CCOC)NC(=O)NC1=CC(=NN1C1=CC=CC=C1)COC1CCNCC1 1-((3s,4r)-4-(3,4-difluorophenyl)-1-(2-methoxyethyl)pyrrolidin-3-yl)-3-(1-phenyl-3-((piperidin-4-yloxy)methyl)-1H-pyrazol-5-yl)urea dihydrochloride